BrCCCC(=O)NC1=CC=C(C[C@H](N)C(=O)O)C=C1 p-(4-bromobutyramido)-L-phenylalanine